C1=CC=CC=2C3=CC=CC=C3C(C12)COC(=O)NC(C(=O)O)CC1=CSC(=C1)C#N 2-((((9H-fluoren-9-yl)methoxy)carbonyl)amino)-3-(5-cyanothiophen-3-yl)propionic acid